5-(tert-butyl)-N-(4-(6-cyclopropylpyrrolo[2,1-f][1,2,4]triazin-4-yl)-2-methylbenzyl)-1,2,4-oxadiazole-3-carboxamide trifluoroacetate FC(C(=O)O)(F)F.C(C)(C)(C)C1=NC(=NO1)C(=O)NCC1=C(C=C(C=C1)C1=NC=NN2C1=CC(=C2)C2CC2)C